OC(CC1=CNC(O1)=O)CNC1=CC=C(C=C1)C 5-[2-hydroxy-3-(p-toluylamino)propyl]-1,3-oxazol-2(3H)-one